5-[(3-fluorophenyl)methyl]-1,3,4-thiadiazol-2-amine FC=1C=C(C=CC1)CC1=NN=C(S1)N